lauroxy Ether C(CCCCCCCCCCC)OOOCCCCCCCCCCCC